FC=1C=C(C=CC1)[C@H](CNC(CC1CCN(CC1)C(=O)OC)(C)C)O Methyl (R)-4-(2-((2-(3-fluorophenyl)-2-hydroxyethyl)amino)-2-methyl-propyl)piperidine-1-carboxylate